perfluorophenyl (P)-1-(4-bromo-2-methoxyphenyl)-2-oxo-1,2-dihydroquinoline-6-sulfonate BrC1=CC(=C(C=C1)N1C(C=CC2=CC(=CC=C12)S(=O)(=O)OC1=C(C(=C(C(=C1F)F)F)F)F)=O)OC